O-aminopicolinic acid NOC(C1=NC=CC=C1)=O